4-(2-(4-(3-isopropyl-1,2,4-oxadiazol-5-yl)piperidin-1-yl)imidazo[2,1-b][1,3,4]thiadiazol-6-yl)-N,N-dimethylbenzamide C(C)(C)C1=NOC(=N1)C1CCN(CC1)C1=NN2C(S1)=NC(=C2)C2=CC=C(C(=O)N(C)C)C=C2